pentaerythritol tetraerucate C(CCCCCCCCCCC\C=C/CCCCCCCC)(=O)OCC(COC(CCCCCCCCCCC\C=C/CCCCCCCC)=O)(COC(CCCCCCCCCCC\C=C/CCCCCCCC)=O)COC(CCCCCCCCCCC\C=C/CCCCCCCC)=O